(5-(2-morpholinyl-2-oxoethyl)-2-(piperidin-1-yl)phenyl)-6-(1H-pyrazol-4-yl)picolinamide N1(CCOCC1)C(CC=1C=CC(=C(C1)C=1C(=NC(=CC1)C=1C=NNC1)C(=O)N)N1CCCCC1)=O